tert-Butyl cis-3,4-diazidoazepane-1-carboxylate N(=[N+]=[N-])[C@@H]1CN(CCC[C@@H]1N=[N+]=[N-])C(=O)OC(C)(C)C